C(C)OC(=O)C1=NC=CC=2C3=CC=CC=C3NC12.ClC=1C=C(C=C(C1)Cl)S(=O)(=O)NC1=CC=C(C=C1)S(NC1=C(C=C(C=C1Br)F)C)(=O)=O 3,5-dichloro-N-(4-(N-(2-methyl-4-fluoro-6-bromophenyl)sulfamoyl)phenyl)benzenesulfonamide Ethyl-β-carbolinecarboxylate